O=C1C(=C(C=NN1)N[C@H](CN1C=C(C=C1)C(=O)O)C)C(F)(F)F (S)-1-(2-((6-oxo-5-(trifluoromethyl)-1,6-dihydropyridazin-4-yl)amino)propyl)-1H-pyrrole-3-carboxylic acid